C(#N)C1=CC=C(C=C1)C1=CC=C(S1)C(=O)O 5-(4-cyanophenyl)thiophene-2-carboxylic acid